ethan-1-ol hydrochloride Cl.C(C)O